N-hydroxy-1-(pyrazin-2-yl)-1,4,5,6,7,8-hexahydro-5,8-epoxycyclohepta[c]pyrazole-3-carboximidamide ONC(=N)C=1C2=C(N(N1)C1=NC=CN=C1)C1CCC(C2)O1